3-methyl-1-(3-(4-nitrophenoxy)propyl)pyrrolidine CC1CN(CC1)CCCOC1=CC=C(C=C1)[N+](=O)[O-]